COCOC1=CC=CC2=C1C=CO2 4-(methoxymethoxy)benzofuran